C(C1=CC=CC=C1)OC1=NC(=CC=C1C=1C=C(C(=NC1)N1CCC(CC1)O)F)OCC1=CC=CC=C1 1-[5-(2,6-dibenzyloxy-3-pyridyl)-3-fluoro-2-pyridyl]piperidin-4-ol